Glyoxylic acid 2-trifluoroethyl-2,5-dibromothiophene-3-carboxylate FC(CC1(SC(=CC1C(=O)O)Br)Br)(F)F.C(C=O)(=O)O